aza-silole N1[SiH]=CC=C1